N-[4-[4-[6-chloro-4-(trifluoromethyl)-2-pyridyl]piperazin-1-yl]sulfanylphenyl]acetamide ClC1=CC(=CC(=N1)N1CCN(CC1)SC1=CC=C(C=C1)NC(C)=O)C(F)(F)F